C(C)N(CCN(C1=CC=C(C#N)C=C1)C)C 4-((2-(ethyl-(methyl)amino)ethyl)(methyl)amino)benzonitrile